C(C)(C)(C)OC(=O)N1C[C@@H](CC1)OC1=CC=C(C=C1)C=1C=C2C(N(CC2=C(C1)F)C(C(=O)OCC)C1=C2N(C=N1)CCC2)=O (3R)-3-(4-(2-(1-(6,7-dihydro-5H-pyrrolo[1,2-c]imidazol-1-yl)-2-ethoxy-2-oxo-ethyl)-7-fluoro-3-oxo-isoindolin-5-yl)phenoxy)pyrrolidine-1-carboxylic acid tert-butyl ester